Cl.FC(C1(COCC1)N)(F)F 3-(trifluoromethyl)tetrahydrofuran-3-amine hydrochloride